COC1=C(CNC2=NC=3C(=CC=CC3C=3N2N=C(N3)C3CC(C3)O)OC)C=CC(=C1)OC 3-(5-((2,4-Dimethoxybenzyl)amino)-7-methoxy-[1,2,4]triazolo[1,5-c]quinazolin-2-yl)cyclobutan-1-ol